FC(F)(F)C1=C(C(=CC2=CC3=CC4=CC=CC=C4C=C3C=C12)O)O trifluoromethyl-2,3-dihydroxynaphthacene